COC1=CC(=C(C2=C1N(N=N2)C)C)CCC(=O)[O-] 3-(7-methoxy-1,4-dimethyl-1H-benzotriazol-5-yl)propanoate